CN[C@@H](CCCCN)C(=O)O c-N-methyl-lysine